gadolinium butoxide monohydrate O.[O-]CCCC.[Gd+3].[O-]CCCC.[O-]CCCC